isopropoxycarbonyltetracyclo[4.4.0.12,5.17,10]dodec-3-ene C(C)(C)OC(=O)C12C3C=CC(C2C2CCC1C2)C3